tert-butyl N-[(1S)-1-[2-(5-bromopyrimidin-2-yl)-5-ethyl-1,2,4-triazol-3-yl]ethyl]carbamate BrC=1C=NC(=NC1)N1N=C(N=C1[C@H](C)NC(OC(C)(C)C)=O)CC